O1COC2=NC=CC=C21 [1,3]dioxolano[4,5-b]pyridine